(S)-2-amino-3-hexanamidopropanoic acid N[C@H](C(=O)O)CNC(CCCCC)=O